5-bromo-3,6-dihydropyridin BrC1=CCC=NC1